4-(2-(((6-chloropyrimidin-4-yl)amino)methyl)-6-cyclopropylimidazo[1,2-a]pyridin-8-yl)-1-methylpiperazin-2-one ClC1=CC(=NC=N1)NCC=1N=C2N(C=C(C=C2N2CC(N(CC2)C)=O)C2CC2)C1